ClC1=C2C=C(NC2=CC(=C1)F)C(=O)N[C@H](C(=O)N[C@@H](C[C@H]1C(NCCC1)=O)C#N)CC1CC1 4-chloro-N-((S)-1-(((S)-1-cyano-2-((S)-2-oxopiperidin-3-yl)ethyl)amino)-3-cyclopropyl-1-oxopropan-2-yl)-6-fluoro-1H-indole-2-carboxamide